(1-(2,6-Dimethoxyphenyl)-2-(6-ethoxypyridin-2-yl)-1H-imidazo[4,5-b]pyrazin-6-yl)-1-(piperidin-4-yl)methanesulfonamide COC1=C(C(=CC=C1)OC)N1C(=NC=2C1=NC(=CN2)C(S(=O)(=O)N)C2CCNCC2)C2=NC(=CC=C2)OCC